NC(C(=O)O)CC1=CC(=NC=C1)N 2-amino-3-(2-aminopyridin-4-yl)propanoic acid